2-(4-(3-amino-6-(2-hydroxyphenyl)pyridazin-4-yl)-3,6-dihydropyridin-1(2H)-yl)acetic acid NC=1N=NC(=CC1C=1CCN(CC1)CC(=O)O)C1=C(C=CC=C1)O